2-((2-Ethyl-6-fluoro-5-(4-(2-(3-hydroxyazetidine-1-yl)-2-oxoethyl)piperazin-1-yl)Pyrazolo[1,5-a]pyridin-3-yl)(methyl)amino)-4-(4-fluorophenyl-2,3,5,6-d4)thiazole-5-carbonitrile C(C)C1=NN2C(C=C(C(=C2)F)N2CCN(CC2)CC(=O)N2CC(C2)O)=C1N(C=1SC(=C(N1)C1=C(C(=C(C(=C1[2H])[2H])F)[2H])[2H])C#N)C